(R)-3-(3-chloro-4-fluorophenyl)-1-methyl-1-(5-oxo-4,5,6,7,9,10-hexahydro-1H,3H-dipyrano[3,4-b:3',4'-d]pyridin-10-yl)urea ClC=1C=C(C=CC1F)NC(N([C@H]1COCC=2NC(C3=C(C21)COCC3)=O)C)=O